(4S)-4-(3-fluoro-2-methylphenyl)-6-((3a-methyl-3-oxo-2,3,3a,4,5,7-hexahydro-6H-pyrazolo[3,4-c]pyridin-6-yl)methyl)-2-(thiazol-2-yl)-1,4-dihydropyrimidine-5-carboxylic acid ethyl ester C(C)OC(=O)C=1[C@@H](N=C(NC1CN1CC=2C(CC1)(C(NN2)=O)C)C=2SC=CN2)C2=C(C(=CC=C2)F)C